(6-Cyclopropylimidazo[1,2-B]pyridazin-2-yl)methanol C1(CC1)C=1C=CC=2N(N1)C=C(N2)CO